1-dimethylamino-propylcarbodiimide hydrochloride Cl.CN(C(CC)N=C=N)C